O[C@@H]1CN(CC1)C(CNS(=O)(=O)C1=CC=C2C=CNC2=C1)C1=CN(C2=CC=CC=C12)C N-(2-((S)-3-hydroxypyrrolidin-1-yl)-2-(1-methyl-1H-indol-3-yl)ethyl)-1H-indole-6-sulfonamide